N-((1R,2R)-2-Acetamidocyclohexyl)-5-(2-methyl-4-phenoxyphenyl)-4-oxo-4,5-dihydro-3H-1-thia-3,5,8-triazaacenaphthylene-2-carboxamide C(C)(=O)N[C@H]1[C@@H](CCCC1)NC(=O)C=1SC=2N=CC=C3N(C(NC1C23)=O)C2=C(C=C(C=C2)OC2=CC=CC=C2)C